FC=1C=C2C(=CN(C2=CC1F)C)C(=O)O 5,6-difluoro-1-methyl-1H-indole-3-carboxylic acid